O1C[C@H](CC1)OC=1C=C2C=CNC2=C(C1)C(=O)OC methyl 5-[(3S)-tetrahydrofuran-3-yl]oxy-1H-indole-7-carboxylate